C(=O)O.ClC=1C=C2CCCN(C2=C(C1)C1=C2C(=NC=C1)C=C(S2)CN2C(CCC2=O)=O)[C@@H]2CN(CC2)C (S)-1-((7-(6-chloro-1-(1-methylpyrrolidin-3-yl)-1,2,3,4-tetrahydroquinolin-8-yl)thieno[3,2-b]pyridin-2-yl)methyl)pyrrolidine-2,5-dione, formic acid salt